4-[(3S)-3-amino-3-methylpyrrolidin-1-yl]-N-ethyl-5-(4-methyl-1H-1,3-benzodiazol-2-yl)pyridine-3-carboxamide N[C@@]1(CN(CC1)C1=C(C=NC=C1C1=NC2=C(N1)C=CC=C2C)C(=O)NCC)C